Cl.FC(=C1CCC(CC1)N)F 4-(difluoromethylene)cyclohexylamine hydrochloride